Br.O1CCNC2C1CCCC2 octahydro-2H-1,4-benzoxazine hydrobromide